tert-butyl (8S)-8-methoxy-5-oxa-2-azaspiro[3.4]octane-2-carboxylate CO[C@H]1CCOC12CN(C2)C(=O)OC(C)(C)C